17β-benzoylaminomethyl-16-oxo-androsta-5-en-3β-ol acetate C(C)(=O)O[C@@H]1CC2=CC[C@H]3[C@@H]4CC([C@@H]([C@@]4(C)CC[C@@H]3[C@]2(CC1)C)CNC(C1=CC=CC=C1)=O)=O